1-(2,3,5-trifluorophenyl)but-3-en-1-ol FC1=C(C=C(C=C1F)F)C(CC=C)O